C(C)(C)N(C)C(C)C N,N-diisopropylmethanamine